BrP(C1=CC=CC=C1)(C1=CC=CC=C1)(C1=CC=CC=C1)CC bromo(ethyl)triphenyl-λ5-phosphane